2-(6-methoxypyridin-3-yl)thiazole COC1=CC=C(C=N1)C=1SC=CN1